P(=O)(OCCN(C(CN(C(CN(C(C1=CN=C(C(=C1)[N+](=O)[O-])S(=O)(=O)C)=O)CC#C)=O)CC#C)=O)CC#C)(OCC[N+](C)(C)C)[O-] 2-(2-(2-(6-(methylsulfonyl)-5-nitro-N-(prop-2-yn-1-yl)nicotinamido)-N-(prop-2-yn-1-yl)acetamido)-N-(prop-2-yn-1-yl)acetamido)ethyl (2-(trimethylammonio) ethyl) phosphate